ClC=1C=C(C2=C(N1)N(C=C2)COCC[Si](C)(C)C)NCC 6-chloro-N-ethyl-1-((2-(trimethylsilyl)ethoxy)methyl)-1H-pyrrolo[2,3-b]pyridin-4-amine